6-(butylsulfinyl)-2,4-diphenylthieno[2,3-d]pyrimidin-5-amine C(CCC)S(=O)C1=C(C2=C(N=C(N=C2C2=CC=CC=C2)C2=CC=CC=C2)S1)N